1-oxa-8-azaspiro[4.5]Decan-3-ylcarbamic acid (S)-tert-butyl ester C(C)(C)(C)OC(NC1COC2(C1)CCNCC2)=O